FC=1C(=NN(C1)C(C)C)[S@](=O)(N)=NC(NC1=C2C(=NC3=C1CCC3)[C@@H](CC2)C)=O (S)-4-Fluoro-1-isopropyl-N'-(((R)-3-methyl-1,2,3,5,6,7-hexahydrodicyclopenta[b,e]pyridin-8-yl)carbamoyl)-1H-pyrazol-3-sulfonimidamid